4-(4-fluorophenyl)-2-((6-(4-(2-(3-hydroxyazetidin-1-yl)-2-oxoethyl)piperazin-1-yl)-1-oxo-1,2-dihydroisoquinolin-4-yl)(methyl)amino)thiazole-5-carbonitrile FC1=CC=C(C=C1)C=1N=C(SC1C#N)N(C)C1=CNC(C2=CC=C(C=C12)N1CCN(CC1)CC(=O)N1CC(C1)O)=O